N-[3-(6-methyl-7-oxo-1H-pyrrolo[2,3-c]pyridin-4-yl)-4-[3-(4-piperidyloxymethyl)phenoxy]phenyl]ethanesulfonamide CN1C(C2=C(C(=C1)C=1C=C(C=CC1OC1=CC(=CC=C1)COC1CCNCC1)NS(=O)(=O)CC)C=CN2)=O